NC1=NC=C(C=C1C=1C=C2CCNC(C2=CC1F)=O)C1=CC=C(C=C1)C1CCN(CC1)CCF 6-(2-amino-5-(4-(1-(2-fluoroethyl)piperidin-4-yl)phenyl)pyridin-3-yl)-7-fluoro-3,4-dihydroisoquinolin-1(2H)-one